FC1=C(CC=2C=3N(C=C(N2)C2=NC(=NN2)C(F)(F)F)C=CN3)C(=CC=C1)F 8-(2,6-difluorobenzyl)-6-(3-(trifluoromethyl)-1H-1,2,4-triazol-5-yl)imidazo[1,2-a]pyrazine